Cl.FC([C@@H]1CC[C@H](CC1)C(N)C=1N=C(SC1)C(F)(F)F)(F)F (trans-4-(trifluoromethyl)cyclohexyl)(2-(trifluoromethyl)thiazol-4-yl)methanamine hydrochloride